methyl-1-(phenylsulphonyl)indole-6-carboxamide CC=1N(C2=CC(=CC=C2C1)C(=O)N)S(=O)(=O)C1=CC=CC=C1